C(C)OC(C1=C(N=CC=C1I)F)=O.FC1=C(C(=O)OCC)C(=CC=N1)C Ethyl 2-fluoro-4-methylnicotinate Ethyl-2-fluoro-4-iodonicotinate